CC1=C(C=C(C=C1)C1=NN(C=C1CC1=CC=C(C=C1)S(N)(=O)=O)C=1SC=C(N1)C(=O)O)C1=CC=NC=C1 2-(3-(4-methyl-3-(pyridin-4-yl)phenyl)-4-(4-sulfamoylbenzyl)-1H-pyrazol-1-yl)thiazole-4-carboxylic acid